(2R,3S)-3-((4-chloro-2-(6-chloro-3-methoxyquinolin-8-yl)-5-fluorobenzo[d]thiazol-6-yl)oxy)butan-2-yl (5-cyanopyridin-3-yl)carbamate C(#N)C=1C=C(C=NC1)NC(O[C@H](C)[C@H](C)OC1=CC2=C(N=C(S2)C=2C=C(C=C3C=C(C=NC23)OC)Cl)C(=C1F)Cl)=O